ClC1=C(C=CC=C1OC)C(=O)N1C[C@@H]2CO[C@H](CN2CC1)C1=C(N=C(S1)C)C |o1:13,16| (2-chloro-3-methoxy-phenyl)-[rel-(3R,9aR)-3-(2,4-dimethylthiazol-5-yl)-3,4,6,7,9,9a-hexahydro-1H-pyrazino[2,1-c][1,4]oxazin-8-yl]methanone